S1C2=C(C(=C1)C(=O)NC=1C(=NC=C(C(=O)NCCOCCOCCC(=O)OC(C)(C)C)C1)NC1=C(C=CC=C1)C)C=CC=C2 tert-butyl 3-(2-(2-(5-(benzo[b]thiophene-3-carboxamido)-6-(o-tolylamino)nicotinamido)ethoxy)ethoxy)propanoate